((5-(2,6-difluorophenyl)pyridin-2-yl)methyl)cyclobutylamine FC1=C(C(=CC=C1)F)C=1C=CC(=NC1)CNC1CCC1